ONC(=O)C[C@@H](CC1=CC2=CC=CC=C2C=C1)N1N=NC(=C1)CNC(=O)C1CCCCC1 cyclohexanecarboxylic acid [1-(R-2-hydroxycarbamoyl-1-naphthalen-2-ylmethyl-ethyl)-1H-[1,2,3]triazol-4-ylmethyl]-amide